C12CCCCCCC2C1 bicyclo[6.1.0]nonane